(±)-4-[3-[(4,5-Dichloro-1-methyl-indole-2-carbonyl)amino]-1-ethyl-pyrrolidin-3-yl]-benzoic acid ClC1=C2C=C(N(C2=CC=C1Cl)C)C(=O)N[C@@]1(CN(CC1)CC)C1=CC=C(C(=O)O)C=C1 |r|